11-(6-(6-(Difluoromethyl)imidazo[1,2-b]pyridazin-3-yl)pyrimidin-4-yl)-1,8-dioxa-4,11-diazaspiro[5.6]dodecan-3-one FC(C=1C=CC=2N(N1)C(=CN2)C2=CC(=NC=N2)N2CCOCC1(CNC(CO1)=O)C2)F